C(C)(C)(C)O[C@H]1[C@@H](C[C@H]2N(CCC3=CC(=C(C=C23)OC)OC)C1)O (2R,3R,11bR)-3-(tert-butoxy)-9,10-dimethoxy-1,3,4,6,7,11b-hexahydro-2H-pyrido[2,1-a]isoquinolin-2-ol